S1C(=CC=C1)S(=O)(=O)N(C1=CC2=C(N=C(S2)NC(=O)C2CCCCC2)C=C1)S(=O)(=O)C=1SC=CC1 N-(6-(N-(thien-2-ylsulfonyl)thiophene-2-sulfonylamino)benzo[d]thiazol-2-yl)cyclohexanecarboxamide